CC=1C=C2NC(C(N(C2=CC1C(F)(F)F)C=1C(=NC=CC1)C)=O)=O 6-Methyl-1-(2-methylpyridin-3-yl)-7-(trifluoromethyl)-1,4-dihydroquinoxaline-2,3-dione